N-({5-[5-(difluoromethyl)-1,3,4-oxadiazol-2-yl]-1,3-thiazol-2-yl}methyl)-N-(5-ethylpyridin-3-yl)ethane-1-sulfonamide FC(C1=NN=C(O1)C1=CN=C(S1)CN(S(=O)(=O)CC)C=1C=NC=C(C1)CC)F